C(CCCCCCCC)C1=C(C=CC=C1)P(OCC(CCCC)CC)(O)=O.CC(CCCCCC)P(OCC(CCCC)CC)(O)=O (2-ethylhexyl) ((1-methylheptyl) phosphonate) (2-ethylhexyl) ((n-nonylphenyl) phosphonate)